C(=O)(OC(C)(C)C)N[C@@H]([C@H](O)C)C(=O)O N-Boc-L-threonine